NC(=O)C1=CC=CC2=CN(N=C12)C1=CC=C(C[NH3+])C=C1 {4-[7-(aminocarbonyl)-2H-indazole-2-yl]benzyl}ammonium